3-difluoromethyl-4-nitro-1H-pyrazol-1-yl-cyclohexylcarboxylate FC(C1=NN(C=C1[N+](=O)[O-])C1(CCCCC1)C(=O)[O-])F